9,10-dimethyl-11-(prop-2-yl)-11-azatricyclo[6.2.1.02,7]Undec-2,4,6,9-tetraene hydrochloride Cl.CC=1C2C3=CC=CC=C3C(C1C)N2C(C)C